2-(2-((4-bromopyridin-2-yl)oxy)ethoxy)acetic acid BrC1=CC(=NC=C1)OCCOCC(=O)O